tert-Butyl 4,4-difluoro-3-(6-oxo-1,6-dihydropyridin-3-yl)piperidine-1-carboxylate FC1(C(CN(CC1)C(=O)OC(C)(C)C)C1=CNC(C=C1)=O)F